The molecule is a 2-oxo monocarboxylic acid derived from L-methionine via the action of methionine transaminase. It derives from a butyric acid and a L-methionine. It is a conjugate acid of a 4-methylthio-2-oxobutanoate. CSCCC(=O)C(=O)O